N1C=C(C2=CC=CC=C12)CCN(C(OC(C)(C)C)=O)CC1=CC=C(C=C1)\C=C\C(NNCCC)=O tert-Butyl (E)-(2-(1H-indol-3-yl)ethyl)(4-(3-oxo-3-(2-propylhydrazineyl)prop-1-en-1-yl)benzyl)carbamate